C(C)(C)(C)[Si](OCC1=C(C=C(C=C1)[N+](=O)[O-])B1OC(C(O1)(C)C)(C)C)(C)C tert-butyldimethyl((4-nitro-2-(4,4,5,5-tetramethyl-1,3,2-dioxaborolan-2-yl)benzyl)oxy)silane